CC1=CC=C(C=C1N)N 6-methylbenzene-1,3-diamine